[Si](C)(C)(C(C)(C)C)OCCOC1=C(C=CC=C1)C=1C(=CC(=C(C1)NS(=O)(=O)C=1C=C(C(=O)OC)C=C(C1C(F)F)Cl)F)F methyl 3-[[5-[2-[2-[tert-butyl(dimethyl)silyl]oxyethoxy]phenyl]-2,4-difluoro-phenyl]sulfamoyl]-5-chloro-4-(difluoromethyl)benzoate